FC1=NC(=C(C(=C1F)N1CCOCC1)F)F 4-(2,3,5,6-Tetrafluoropyridin-4-yl)morpholine